N-[5-[[2-(azepan-1-yl)acetyl]amino]-2-methyl-3-pyridyl]-6-(1-methylpyrazol-4-yl)triazolo[1,5-a]pyridine-3-carboxamide N1(CCCCCC1)CC(=O)NC=1C=C(C(=NC1)C)NC(=O)C=1N=NN2C1C=CC(=C2)C=2C=NN(C2)C